COC(=O)C1=NC(=C(C=C1C)Br)N 6-amino-5-bromo-3-methylpyridine-2-carboxylic acid methyl ester